Triphenylphosphirine C1(=CC=CC=C1)C=1P(C1)(C1=CC=CC=C1)C1=CC=CC=C1